(2-phenylbutyrylamino)-N-(4-chlorobenzyl)thiazole-4-carboxamide C1(=CC=CC=C1)C(C(=O)NC=1SC=C(N1)C(=O)NCC1=CC=C(C=C1)Cl)CC